(Z)-8-((3'-(2-fluoro-2-(4-(hydroxymethyl)-3-methoxyphenyl)vinyl)-2,2'-dimethyl-[1,1'-biphenyl]-3-yl)amino)-1,7-naphthyridine-3-carbaldehyde F\C(=C/C=1C(=C(C=CC1)C1=C(C(=CC=C1)NC=1N=CC=C2C=C(C=NC12)C=O)C)C)\C1=CC(=C(C=C1)CO)OC